C(OC=1C=C2C(=CNC2=CC1)CC(N(C)C)[2H])([2H])([2H])[2H] 2-(5-(methoxy-d3)-1H-indol-3-yl)-N,N-dimethylethan-1-amine-1-d